magnesium bis(perfluorophenyl) borate B(OC1=C(C(=C(C(=C1F)F)F)F)F)(OC1=C(C(=C(C(=C1F)F)F)F)F)[O-].[Mg+2].FC1=C(C(=C(C(=C1F)F)F)F)OB(OC1=C(C(=C(C(=C1F)F)F)F)F)[O-]